tetraselenotetracene C1=CC2=C([Se]2)C3=C4C5=C([Se]4)C6=C(C=C5C=C31)C7=C([Se]7)C8=C6[Se]8